NC1=CC=C(OC(OC2=CC=C(C=C2)N)[SiH2]CCCCCCCCCCCC)C=C1 bis(4-aminophenoxy)methyldodecylsilane